C(CCC)C=1N(C2=C(C(=NC=3C=CC=CC23)N)N1)CCCCCS(=O)(=O)C 2-butyl-1-[5-(methylsulfonyl)pentyl]-1H-imidazo[4,5-c]quinolin-4-amine